ClC1=C(C=CC=C1OCCCN1[C@@H](C[C@H](C1)O)C(=O)O)C=1C=C(NN2SC3=C(C2)C=CC=C3)C=CC1 N-(3-(2-chloro-3-(3-((2S,4R)-2-carboxy-4-hydroxypyrrolidin-1-yl)propoxy)phenyl)anilino)benzisothiazol